2-(((2,5-dimethoxy-4-(thiophen-3-yl)phenethyl)amino)methyl)phenol COC1=C(CCNCC2=C(C=CC=C2)O)C=C(C(=C1)C1=CSC=C1)OC